1-(3-(4-chloro-3-cyclopropyl-1H-pyrrolo[2,3-b]pyridin-5-yl)phenyl)-4-(methylsulfonyl)piperazin-2-one ClC1=C2C(=NC=C1C=1C=C(C=CC1)N1C(CN(CC1)S(=O)(=O)C)=O)NC=C2C2CC2